FC=1C=C(C=NC1C)NC(=N)C1(CCN(CC1)C1=C(N=C2C(=N1)N(N=C2I)C2OCCCC2)CO)C N-(5-fluoro-6-methylpyridin-3-yl)-1-(5-(hydroxymethyl)-3-iodo-1-(tetrahydro-2H-pyran-2-yl)-1H-pyrazolo[3,4-b]pyrazin-6-yl)-4-methylpiperidine-4-carboximidamide